3-isopropylpiperazin C(C)(C)C1CNCCN1